N-(1-ethoxyethyl)-N-methylacetamide C(C)OC(C)N(C(C)=O)C